N1=C(N=CC=C1)C1(CC1)NC(=O)[C@H]1CN(CC[C@@H]1NC(=O)C=1N=NN(C1)C1=C(C=C(C=C1)F)F)CC1CC1 (3S,4S)-1-Cyclopropylmethyl-4-{[1-(2,4-difluoro-phenyl)-1H-[1,2,3]triazole-4-carbonyl]-amino}-piperidine-3-carboxylic acid (1-pyrimidin-2-yl-cyclopropyl)-amide